(3S)-1-[3-[[6-(Trifluoromethyl)-3-pyridyl]methoxy]azetidine-1-carbonyl]pyrrolidine-3-carboxamide FC(C1=CC=C(C=N1)COC1CN(C1)C(=O)N1C[C@H](CC1)C(=O)N)(F)F